1-((1-(3-chloro-6,7,8,9-tetrahydropyrido[3,2-b]indolizin-7-yl)-2-oxopyrrolidin-3-yl)oxy)-3-hydroxybutan ClC1=CC=2C=C3CC(CCN3C2N=C1)N1C(C(CC1)OCCC(C)O)=O